(4-((3-(7-(((3S,4R)-3-fluoro-1-(methyl-d3)piperidin-4-yl)amino)-3-(2,2,2-trifluoroethyl)benzo[b]thiophen-2-yl)prop-2-yn-1-yl)amino)-3-methoxyphenyl)dimethylphosphine oxide F[C@H]1CN(CC[C@H]1NC1=CC=CC2=C1SC(=C2CC(F)(F)F)C#CCNC2=C(C=C(C=C2)P(C)(C)=O)OC)C([2H])([2H])[2H]